COC1=CC=C(C=C1)N1N=C(C=C1)O 1-(4-methoxyphenyl)-1H-pyrazol-3-ol